COC1=CC=C(C2=C(C=CC=C12)OC)C=O 4,8-dimethoxy-1-naphthalenealdehyde